(3-acryloxypropyl)methyldimethoxysilane ethyl-2-(5-cyclopropylpyrimidin-2-yl)-2-methylpropanoate C(C)OC(C(C)(C)C1=NC=C(C=N1)C1CC1)=O.C(C=C)(=O)OCCC[Si](OC)(OC)C